ClC1=C(N(C=C1)CC)CSC=1N=C(C2=C(N1)CCC2)OC 2-(((3-chloro-1-ethyl-1H-pyrrol-2-yl)methyl)thio)-4-methoxy-6,7-dihydro-5H-cyclopenta[d]pyrimidine